4-(3-methanesulfinyl-1,2,4-triazin-6-yl)-7-(pyrazol-1-yl)-1-{[2-(trimethylsilyl)ethoxy]methyl}indazole CS(=O)C=1N=NC(=CN1)C1=C2C=NN(C2=C(C=C1)N1N=CC=C1)COCC[Si](C)(C)C